3-(3-(3-isopropyl-2-oxoimidazolin-1-yl)piperidin-1-yl)-1,2,4-triazine-6-carboxamide C(C)(C)N1C(N(CC1)C1CN(CCC1)C=1N=NC(=CN1)C(=O)N)=O